2-(3-phenyl-phenoxy)ethanehydroxamic acid C1(=CC=CC=C1)C=1C=C(OCC(=O)NO)C=CC1